CN([C@H]1CNCC1)C (3R)-3-(Dimethylamino)pyrrolidine